C(CCCC(=O)OC1=C2C(=CNC2=CC=C1)CCN(C)C)(=O)OC1=C2C(=CNC2=CC=C1)CCN(C)C bis(3-(2-(dimethylamino)ethyl)-1H-indol-4-yl) glutarate